C1(=CC=C(C=C1)N(C1=CC=C(C=C1)C)C1=CC=C(C=C1)C1(CCCCC1)C1=CC=C(C=C1)N(C1=CC=C(C=C1)C)C1=CC=C(C=C1)C)C bis-[4-(N,N-di-p-tolyl-amino)-phenyl]cyclohexane